FC1=C(C=CC=C1)C1=CC(=CN1S(=O)(=O)C1=CC(=CC=C1)NSCC#C)CN(C(OC(C)(C)C)=O)C tert-butyl N-{[5-(2-fluorophenyl)-1-(3-{[(prop-2-yn-1-yl) sulfanyl] amino} benzenesulfonyl)-1H-pyrrol-3-yl] methyl}-N-methylcarbamate